CS(=O)(=O)NCCC(=O)NC1=CC=2N(C=C1)N=CC2C(=O)OCC ethyl 5-[3-(methanesulfonamido)propanoylamino]pyrazolo[1,5-a]pyridine-3-carboxylate